[3-[(hydroxymethyl)amino]-3-carbonylpropyl]-phosphonic acid dimethyl ester COP(OC)(=O)CCC(=C=O)NCO